2-(3-trifluoromethylbenzoyl)-6-(2-chloroacetamido)-4(3H)-quinazolinone FC(C=1C=C(C(=O)C2=NC3=CC=C(C=C3C(N2)=O)NC(CCl)=O)C=CC1)(F)F